NC1=NC(=CC(=N1)N1[C@@H](COCCC1)C=1C(=CC(=C(C1)NC(C)=O)F)Cl)C |r| (+/-)-N-[5-[4-(2-amino-6-methyl-pyrimidin-4-yl)-1,4-oxazepan-3-yl]-4-chloro-2-fluoro-phenyl]acetamide